C(#N)[C@@H](CC1=NC2=CC=CC=C2NC1=O)NC(=O)[C@@H]1[C@H]2C([C@H]2CN1C([C@H](C(C)(C)C)NC(C(F)(F)F)=O)=O)(C)C (1R,2S,5S)-N-[(1R)-1-cyano-2-(3-oxo-4H-quinoxalin-2-yl)ethyl]-3-[(2S)-3,3-dimethyl-2-[(2,2,2-trifluoroacetyl)amino]butanoyl]-6,6-dimethyl-3-azabicyclo[3.1.0]hexane-2-carboxamide